pentaglycerin monomyristate C(CCCCCCCCCCCCC)(=O)O.OCC(O)CO.OCC(O)CO.OCC(O)CO.OCC(O)CO.OCC(O)CO